NC=1C=2N(C3=C(N1)N=CC(=C3)C(=O)N(CC3=NC=C(C=C3)C(F)(F)F)C3CC3)C=NC2 4-amino-N-cyclopropyl-N-((5-(trifluoromethyl)pyridin-2-yl)methyl)imidazo[1,5-a]pyrido[2,3-e]pyrazine-8-formamide